O(P([O-])OP([O-])[O-])CCCCCCCCCCCCC (tridecyl) diphosphite